OC1[C@H](CN(C[C@@H]1C)C(=O)C1=CN=C(S1)C1=C(C(=C(C(=C1)F)F)O)F)C ((3S,5S)-4-Hydroxy-3,5-dimethylpiperidin-1-yl)(2-(2,4,5-trifluoro-3-hydroxyphenyl)thiazol-5-yl)methanone